OB(C=1C=C(C(=O)O)C=CC1)O 3-dihydroxyborylbenzoic acid